m-nitrot-butylbenzene [N+](=O)([O-])C=1C=C(C=CC1)C(C)(C)C